3-(2H-1,3-benzodioxol-5-yl)-1-phenyl-1H-pyrazol O1COC2=C1C=CC(=C2)C2=NN(C=C2)C2=CC=CC=C2